C(C=C)CC1=NC(=NC(=N1)CCC=C)CCC=C 2,4,6-triallylmethyl-1,3,5-triazine